methyl 5-chloro-1H-pyrrolo[2,3-b]pyridine-3-carboxylate ClC=1C=C2C(=NC1)NC=C2C(=O)OC